bis(1,2-diphenyl-1H-benzimidazolium) iridium (III) [Ir+3].C1(=CC=CC=C1)[NH+]1C(=NC2=C1C=CC=C2)C2=CC=CC=C2.C2(=CC=CC=C2)[NH+]2C(=NC1=C2C=CC=C1)C1=CC=CC=C1